tert-butyl (3-(3-(5-chloro-4-(5,5-dimethyl-5,6-dihydro-4H-pyrrolo[1,2-b]pyrazol-3-yl)pyridin-2-yl)ureido)cyclohexyl)carbamate ClC=1C(=CC(=NC1)NC(NC1CC(CCC1)NC(OC(C)(C)C)=O)=O)C1=C2N(N=C1)CC(C2)(C)C